(E)-6-[2-[(E)-5-[tert-butyl(dimethyl)silyl]oxy-2-methyl-pent-1-enyl]-5-methoxy-tetrahydrofuran-3-yl]-4-methyl-hex-3-en-1-ol [Si](C)(C)(C(C)(C)C)OCCC/C(=C/C1OC(CC1CC/C(=C/CCO)/C)OC)/C